COC1=CC=C(CN(C2=C(C=C3C(=N2)C(=C(N3COCC[Si](C)(C)C)CNC(C3=CC=CC=C3)=O)C#C[Si](C)(C)C)C)CC3=CC=C(C=C3)OC)C=C1 N-((5-(bis(4-methoxybenzyl)amino)-6-methyl-1-((2-(trimethylsilyl)ethoxy)methyl)-3-((trimethylsilyl)ethynyl)-1H-pyrrolo[3,2-b]pyridin-2-yl)methyl)benzamide